NCCN1C[C@H](CCC1)C1CN(C1)C(=O)OC(C)(C)C (R)-tert-butyl 3-(1-(2-aminoethyl)piperidin-3-yl)azetidine-1-carboxylate